NC=1C=2N(C(=CN1)NC(C(=O)N([C@@H]1COC3=C1C=CC(=C3)C(F)(F)F)C)=O)C=NC2 (S)-N1-(8-aminoimidazo[1,5-a]pyrazin-5-yl)-N2-methyl-N2-(6-(trifluoromethyl)-2,3-dihydrobenzofuran-3-yl)oxalamide